(3R,5R)-1-(((9H-fluoren-9-yl)methoxy)carbonyl)-3-amino-5-(tert-butoxycarbonyl)pyrrolidine-3-carboxylic acid C1=CC=CC=2C3=CC=CC=C3C(C12)COC(=O)N1C[C@](C[C@@H]1C(=O)OC(C)(C)C)(C(=O)O)N